(4-oxo-1,6-dihydropyrimidin-2-yl)-1H-indole O=C1N=C(NCC1)N1C=CC2=CC=CC=C12